(±)-camphene C12C(C)(C)C(=C)C(CC1)C2